2-chloro-3-[3-(dimethylamino)-3-oxo-propyl]-N-(1-methyltetrazol-5-yl)-4-(trifluoromethoxy)benzamide ClC1=C(C(=O)NC2=NN=NN2C)C=CC(=C1CCC(=O)N(C)C)OC(F)(F)F